(5-bromo-4-methyl-3-pyridyl)-[4-(2-tricyclo[9.4.0.03,8]pentadeca-1(11),3(8),4,6,12,14-hexaenyl)piperazin-1-yl]methanone BrC=1C(=C(C=NC1)C(=O)N1CCN(CC1)C1C=2C=CC=CC2CCC=2C=CC=CC12)C